(6-(5-chloro-1-((6-(3-fluoro-5-methoxyphenyl)pyridazin-3-yl)methyl)-1H-indazol-7-carboxamido)spiro[3.3]heptan-2-yl)acetic acid ClC=1C=C2C=NN(C2=C(C1)C(=O)NC1CC2(CC(C2)CC(=O)O)C1)CC=1N=NC(=CC1)C1=CC(=CC(=C1)OC)F